N1N=CC(=C1)C1=CC=C(C=C1)C1=CN=C2N1N=C(C=C2)N2CCC(CC2)N2CCOCC2 4-(1-(3-(4-(1H-pyrazol-4-yl)phenyl)imidazo[1,2-b]pyridazin-6-yl)piperidin-4-yl)morpholine